(3-chloro-5-(methylsulfonylamino)phenyl)-1-methyl-2-phenyl-1H-imidazole-4-carboxamide ClC=1C=C(C=C(C1)NS(=O)(=O)C)C1=C(N=C(N1C)C1=CC=CC=C1)C(=O)N